O.O.[Na+].C(C)N(C1=CC(=CC=C1)C)CC(CS(=O)(=O)[O-])O N-Ethyl-N-(2-hydroxy-3-sulfopropyl)-3-methylaniline sodium salt dihydrate